2-amino-6-borono-2-(2-(3,4-dihydroisoquinolin-2(1H)-yl)ethyl)hexanoic acid NC(C(=O)O)(CCCCB(O)O)CCN1CC2=CC=CC=C2CC1